CC1CC2CCCC(C2CC1)(C)C 2,5,5-trimethyl-octahydronaphthalen